(1r,2s)-2-(fluoromethyl)-N-(5-((5-methoxypyridin-2-yl)ethynyl)-8-(methylamino)-2,7-naphthyridin-3-yl)cyclopropane-1-carboxamide FC[C@@H]1[C@@H](C1)C(=O)NC=1N=CC2=C(N=CC(=C2C1)C#CC1=NC=C(C=C1)OC)NC